1-(tert-butyl) 2-methyl (2R,4S)-2-(2-(chloromethyl) allyl)-4-((4-nitrobenzoyl) oxy)-pyrrolidine-1,2-dicarboxylate ClCC(C[C@]1(N(C[C@H](C1)OC(C1=CC=C(C=C1)[N+](=O)[O-])=O)C(=O)OC(C)(C)C)C(=O)OC)=C